C(CCCCCC)N(C(CCCN(CCCC(=O)N(CCCCCCC)CCCCCCC)S(=O)(=O)C1=CC=C(C=C1)[N+](=O)[O-])=O)CCCCCCC 4-[[4-(diheptylamino)-4-oxo-butyl]-(4-nitrophenyl)sulfonyl-amino]-N,N-diheptyl-butanamide